(6-acetyl-2-(4-(2,4-difluorophenoxy)piperidin-1-yl)-5,6,7,8-tetrahydropyrido[3,4-b]pyrazin-3-yl)cyclohexan-1-one C(C)(=O)N1CC2=NC(=C(N=C2CC1)N1CCC(CC1)OC1=C(C=C(C=C1)F)F)C1C(CCCC1)=O